2-ethoxycarbonyl-3-(4-methoxyanilino)quinoxaline C(C)OC(=O)C1=NC2=CC=CC=C2N=C1NC1=CC=C(C=C1)OC